OC[C@H](C1=CC=CC=C1)NC1=CC(=NC=C1C=1OC(=NN1)C(C)(C)O)NC1=CC2=C(B(OC2C)O)C=C1 5-((4-(((S)-2-hydroxy-1-phenylethyl)amino)-5-(5-(2-hydroxypropan-2-yl)-1,3,4-oxadiazol-2-yl)pyridin-2-yl)amino)-3-methylbenzo[c][1,2]oxaborol-1(3H)-ol